4,4-dimethylcholesta-8(9),14,24-triene-3β-ol CC1(C2CCC=3C4=CC[C@H]([C@@H](CCC=C(C)C)C)[C@]4(CCC3[C@]2(CC[C@@H]1O)C)C)C